1-isopropoxycarbonyloxyethyl (2R)-2-[[(2S,5R)-2-carbamoyl-3-methyl-7-oxo-1,6-diazabicyclo[3.2.1]oct-3-en-6-yl]oxy]-2-fluoro-acetate C(N)(=O)[C@H]1N2C(N([C@H](C=C1C)C2)O[C@@H](C(=O)OC(C)OC(=O)OC(C)C)F)=O